(4-amino-7-fluoroimidazo[1,5-a]quinoxalin-8-yl)((4aS,9bS)-7-fluoro-3,4,4a,9b-tetrahydrobenzofuro[3,2-b]pyridin-1(2H)-yl)methanone NC=1C=2N(C3=CC(=C(C=C3N1)F)C(=O)N1[C@@H]3[C@H](CCC1)OC1=C3C=CC(=C1)F)C=NC2